(S)-2'-(diisopropylcarbamoyl)-[1,1'-binaphthyl]-2-carboxylic acid C(C)(C)N(C(=O)C1=C(C2=CC=CC=C2C=C1)C=1C(=CC=C2C=CC=CC12)C(=O)O)C(C)C